C(C1=CC=CC=C1)OC(=O)NCCCCCCCC(=O)O 8-(((benzyloxy)carbonyl)amino)octanoic acid